CC1=NC(=CC(=C1)C=1C=C(C=CC1)C=1N=C(SC1)NC(=O)C1N(CC1)C(C1=CN=CC(=C1)S(=O)(=O)C)=O)C N-(4-(3-(2,6-dimethylpyridin-4-yl)phenyl)thiazol-2-yl)-1-(5-(methylsulfonyl)nicotinoyl)azetidine-2-carboxamide